CC1=NC=C(C2=C1C=CO2)N 4-methylfuro[3,2-c]pyridin-7-amine